[Si](C)(C)(C(C)(C)C)O[C@@H]1[C@@H](N(CC1)C(=O)OC(C)(C)C)CN1N=CC=2C1=NC(=NC2)Cl tert-butyl (2S,3S)-3-[tert-butyl(dimethyl)silyl]oxy-2-[(6-chloropyrazolo[3,4-d]pyrimidin-1-yl)methyl]pyrrolidine-1-carboxylate